{1-[(tert-butyldimethylsilyl)oxy]cyclopropyl}methanol [Si](C)(C)(C(C)(C)C)OC1(CC1)CO